ClC1=C(NC)C=C(C=C1)N1[C@H](CNCC1)C 2-chloro-N-methyl-5-[(2S)-2-methylpiperazin-1-yl]aniline